2-Oxo-2-[rac-(2R,6S)-2-phenyl-6-(trifluoromethyl)-1-piperidyl]acetamide O=C(C(=O)N)N1[C@H](CCC[C@H]1C(F)(F)F)C1=CC=CC=C1 |r|